N1CC(C1)COC(=O)C=1C=NC2=CC=C(C=C2C1)C=1C=NNC1C1=NC(=CC=C1)C.BrC1=CC(=C(C=C1)OC=C)C#CC1=CC=CC=C1 4-bromo-2-(phenylethynyl)-1-(vinyloxy)benzene azetidin-3-ylmethyl-6-(5-(6-methylpyridin-2-yl)-1H-pyrazol-4-yl)quinoline-3-carboxylate